CC1=C(OC2=CC=3N(N=C2)C=NN3)C=CC(=C1)N 7-(2-methyl-4-aminophenoxy)-[1,2,4]triazolo[4,3-b]pyridazine